2-(6,6-Difluoro-3-azabicyclo[3.1.0]hexan-3-yl)-6-methylpyrimidine-4-carboxylic acid methyl ester COC(=O)C1=NC(=NC(=C1)C)N1CC2C(C2C1)(F)F